(S)-1-(aminooxy)-19-carboxy-2,7,16,21-tetraoxo-9,12-dioxa-3,6,15,20-tetraazaoctatriacontan-38-oic acid compound with 2,2,2-trifluoroacetic acid FC(C(=O)O)(F)F.NOCC(NCCNC(COCCOCCNC(CC[C@H](NC(CCCCCCCCCCCCCCCCC(=O)O)=O)C(=O)O)=O)=O)=O